CC1CC=C(CC1)C(=C)C 4-Methyl-1-(prop-1-en-2-yl)cyclohexene